C(C)(C)(C)OC(=O)C=1N=NN(C1)C(C(=O)N1C(CC(C1)O)C=1SC2=C(N1)C=CC=C2)C(C)C 1-(1-(2-(Benzo[d]thiazol-2-yl)-4-hydroxypyrrolidin-1-yl)-3-methyl-1-oxobutan-2-yl)-1H-1,2,3-triazole-4-carboxylic acid tert-butyl ester